ClC=1C=C(C=C(C1)S(=O)(=O)C)NC(=O)C=1SC=C(C1)C1=NC=C(C=N1)C(F)(F)F N-(3-chloro-5-(methylsulfonyl)phenyl)-4-(5-(trifluoromethyl)pyrimidin-2-yl)thiophene-2-carboxamide